C(C)N1C(NC2=CC(=CC(=C2C1=O)C=C)CN1CCN(CC1)C=1C=CC(=NC1C)C(=O)NC)=O 5-(4-((3-Ethyl-2,4-dioxo-5-vinyl-1,2,3,4-tetrahydroquinazolin-7-yl)methyl)piperazin-1-yl)-N,6-dimethylpicolinamide